4-(1-(5-(2,5-dihydrofuran-3-yl)pyrimidin-2-yl)piperidin-4-yl)-7-fluoro-1-methyl-1,4-Dihydropyrido[2,3-b]pyrazine-2,3-dione O1CC(=CC1)C=1C=NC(=NC1)N1CCC(CC1)N1C2=C(N(C(C1=O)=O)C)C=C(C=N2)F